C(C1=CC=CC=C1)OC=1C(=NC(=CN1)Br)NC(=S)N[C@H]1CN(CCC1)C(=O)OC(C)(C)C tert-Butyl (3R)-3-[(3-benzyloxy-6-bromo-pyrazin-2-yl)carbamothioylamino]piperidine-1-carboxylate